C(C)(C)N1C(C(=CC=C1)C)=O 1-isopropyl-3-methylpyridin-2(1H)-one